N-(3-((2-((4-((2-(dimethylamino)ethyl)(methyl)amino)-3-fluorophenyl)amino)-7H-pyrrolo[2,3-d]pyrimidin-4-yl)oxy)phenyl)acetamide CN(CCN(C1=C(C=C(C=C1)NC=1N=C(C2=C(N1)NC=C2)OC=2C=C(C=CC2)NC(C)=O)F)C)C